ClC=1C=C(OCCC(C(=O)O)C)C=CC1C=1N(C2=NC=NC(=C2N1)OC1(CC1)C)CC1=CC(=CC=C1)Cl 4-(3-Chloro-4-(9-(3-chlorobenzyl)-6-(1-methylcyclopropoxy)-9H-purin-8-yl)phenoxy)-2-methylbutanoic acid